boric acid tri-n-propyl ester C(CC)OB(OCCC)OCCC